4-(phenylcarbamoyl)-3,4-dihydronaphthalene-2,2(1H)-dicarboxylic acid diethyl ester C(C)OC(=O)C1(CC2=CC=CC=C2C(C1)C(NC1=CC=CC=C1)=O)C(=O)OCC